3-chloro-4-[(2,4-difluorobenzyl)oxy]-6-methyl-1-(pyridin-3-ylmethyl)pyridin-2(1H)-one ClC=1C(N(C(=CC1OCC1=C(C=C(C=C1)F)F)C)CC=1C=NC=CC1)=O